COC(=O)C1CC2=C(C(=NC(=C2C)OC[C@@H]2N(C(OC2)(C)C)C(=O)OC(C)(C)C)C)C1 tert-butyl (4R)-4-[(6-methoxycarbonyl-1,4-dimethyl-6,7-dihydro-5H-cyclopenta[c]pyridin-3-yl)oxymethyl]-2,2-dimethyl-1,3-oxazolidine-3-carboxylate